(2S,3S,4R,5R)-5-(2-(5-chloropyridin-3-yl)-6-((3-methoxybenzyl)amino)-9H-purin-9-yl)-3,4-Dihydroxy-N-(methyl-d3)-tetrahydrofuran-2-carboxamide ClC=1C=C(C=NC1)C1=NC(=C2N=CN(C2=N1)[C@H]1[C@@H]([C@@H]([C@H](O1)C(=O)NC([2H])([2H])[2H])O)O)NCC1=CC(=CC=C1)OC